(1-methoxy-2-methyl-prop-1-yloxy)-trimethyl-silane COC(C(C)C)O[Si](C)(C)C